N-(2,3-bis(isobutyryloxy)-5-chlorobenzylidene)-4-chlorobenzeneamine C(C(C)C)(=O)OC1=C(C=NC2=CC=C(C=C2)Cl)C=C(C=C1OC(C(C)C)=O)Cl